(2S,3R,4S,5S)-5-(2-(5-chloropyridin-3-yl)-6-(((4-(trifluoromethyl)pyridin-2-yl)methyl)amino)-9H-purin-9-yl)-3,4-dihydroxyl-N-methylpyrrolidin-2-formamide ClC=1C=C(C=NC1)C1=NC(=C2N=CN(C2=N1)[C@H]1[C@@H]([C@@H]([C@H](N1)C(=O)NC)O)O)NCC1=NC=CC(=C1)C(F)(F)F